tert-Butyl N-[2-(7-fluoro-2-formyl-indan-5-yl)oxy-1,1-dimethyl-ethyl]carbamate FC=1C=C(C=C2CC(CC12)C=O)OCC(C)(C)NC(OC(C)(C)C)=O